(3R)-3-[4-(4-{[(1-{1-[6-(2-hydroxyphenyl)pyridazin-4-yl]-4-phenoxypiperidine-4-carbonyl}piperidin-4-yl)amino]methyl}piperidin-1-yl)phenyl]piperidine-2,6-dione OC1=C(C=CC=C1)C1=CC(=CN=N1)N1CCC(CC1)(C(=O)N1CCC(CC1)NCC1CCN(CC1)C1=CC=C(C=C1)[C@@H]1C(NC(CC1)=O)=O)OC1=CC=CC=C1